C1(CC1)C1=NC=NC(=C1C1=NN2C(N(C(C=C2)=O)[C@H](C)C2=CC=C(C=C2)C=2N(C=C(N2)C(F)(F)F)CC)=N1)OC (R)-2-(4-cyclopropyl-6-methoxypyrimidin-5-yl)-4-(1-(4-(1-ethyl-4-(trifluoromethyl)-1H-imidazol-2-yl)phenyl)ethyl)-[1,2,4]triazolo[1,5-a]pyrimidin-5(4H)-one